O=S1(CCC(CC1)C(=O)C1=CC=C(C=C1)F)=O (1,1-Dioxotetrahydro-2H-thiopyran-4-yl)(4-fluorophenyl)methanone